C(C)(C)(C)S(=O)(=O)C=1C(=CC=2N(C1)C(=CN2)I)OCC(CO)(C)C 3-((6-(tert-butylsulfonyl)-3-iodoimidazo[1,2-a]pyridin-7-yl)oxy)-2,2-dimethylpropan-1-ol